4-((5-(cinnolin-6-yl)-7H-pyrrolo[2,3-d]pyrimidin-2-yl)amino)-1-methylcyclohexan-1-ol N1=NC=CC2=CC(=CC=C12)C1=CNC=2N=C(N=CC21)NC2CCC(CC2)(O)C